2-(2-(Benzyloxy)-3-(2-(3-bromophenyl)-2-oxoethoxy)phenyl)ethyl acetate C(C)(=O)OCCC1=C(C(=CC=C1)OCC(=O)C1=CC(=CC=C1)Br)OCC1=CC=CC=C1